(2-oxa-7-azaspiro[3.5]non-7-yl)picolinic acid C1OCC12CCN(CC2)C=2C(=NC=CC2)C(=O)O